COC1=NC=CC(=C1)C1=CSC=2C1=NC(=CC2)C=2C=NN(C2)C 3-(2-methoxy-pyridin-4-yl)-5-(1-methyl-1H-pyrazol-4-yl)thieno[3,2-b]pyridine